7-chloro-8-fluoro-2-(methylthio)pyrido[4,3-d]pyrimidin-4-amine ClC1=C(C=2N=C(N=C(C2C=N1)N)SC)F